(R)-6-(4-((1-(3-(difluoromethyl)-2-fluorophenyl)ethyl)amino)-7-methoxyquinolin-6-yl)-2-Thia-6-azaspiro[3.3]heptane 2,2-dioxide FC(C=1C(=C(C=CC1)[C@@H](C)NC1=CC=NC2=CC(=C(C=C12)N1CC2(CS(C2)(=O)=O)C1)OC)F)F